1-Methyl-2-(6-trifluoromethyl-benzothiazol-2-ylamino)-1H-benzoimidazole-5-carboxylic acid ((S)-5-dimethylamino-1-dimethylcarbamoyl-pentyl)-amide CN(CCCC[C@@H](C(N(C)C)=O)NC(=O)C1=CC2=C(N(C(=N2)NC=2SC3=C(N2)C=CC(=C3)C(F)(F)F)C)C=C1)C